5-(3-benzhydryl-3,6-diazabicyclo[3.1.1]heptane-6-yl)-2-(2,6-dioxopiperidin-3-yl)-6-fluoroisoindoline-1,3-dione C(C1=CC=CC=C1)(C1=CC=CC=C1)N1CC2N(C(C1)C2)C=2C=C1C(N(C(C1=CC2F)=O)C2C(NC(CC2)=O)=O)=O